BrC=1N=C(N(C1)C)C(=O)O Bromo-1-methyl-1H-imidazole-2-carboxylic acid